Methyl [5-bromo-3-((S)-2-chloro-1-methyl-ethyl)-2,4-dioxo-3,4-dihydro-2H-pyrimidin-1-yl]-acetate BrC=1C(N(C(N(C1)CC(=O)OC)=O)[C@H](CCl)C)=O